6-Chloro-8-(6-isopropoxy-pyridin-3-yl)-1-methyl-9H-pyrido[3,4-b]indole ClC=1C=C2C3=C(NC2=C(C1)C=1C=NC(=CC1)OC(C)C)C(=NC=C3)C